C(C=C)(=O)NC1=CC=C(C=C1)C1=C(C2=C(N=CN=C2N)N1C)C1=CCC(CC1)C(=O)NC1CCCC1 4-(6-(4-acrylamidophenyl)-4-amino-7-methyl-7H-pyrrolo[2,3-d]pyrimidin-5-yl)-N-cyclopentyl-cyclohex-3-enecarboxamide